CN([C@@H](CC(C#N)(C1=CC=CC=C1)C1=CC=CC=C1)C)C (R)-4-(dimethylamino)-2,2-diphenylvaleronitrile